tert-Butyl 4-[(4-bromophenyl)methyl]-3,6-dihydro-2H-pyridine-1-carboxylate BrC1=CC=C(C=C1)CC=1CCN(CC1)C(=O)OC(C)(C)C